FC=1C=C2CCN(CC2=CC1)C[C@H](CNC1=NN(C2=C1N=C(N=C2O)C(F)(F)F)C2OCCCC2)O (((S)-3-(6-fluoro-3,4-dihydroisoquinolin-2(1H)-yl)-2-hydroxypropyl)amino)-1-(tetrahydro-2H-pyran-2-yl)-5-(trifluoromethyl)-1H-pyrazolo[4,3-d]pyrimidin-7-ol